ClC=1C(=C(C=C(C1)Cl)CC(=O)NS(=O)(=O)C=1SC(=CN1)C(C)(C)O)OC 2-(3,5-dichloro-2-methoxyphenyl)-N-(5-(2-hydroxypropan-2-yl)thiazol-2-ylsulfonyl)acetamide